(S)-2-(3-(1-((4-methyl-4H-1,2,4-triazol-3-yl)thio)ethyl)phenyl)-4-(trifluoromethyl)isoindolin-1-one CN1C(=NN=C1)S[C@@H](C)C=1C=C(C=CC1)N1C(C2=CC=CC(=C2C1)C(F)(F)F)=O